N-(3-amino-2-chloro-6-fluorophenyl)acetamide monooleate C(CCCCCCC\C=C/CCCCCCCC)(=O)O.NC=1C(=C(C(=CC1)F)NC(C)=O)Cl